O=C1NC(CC[C@@H]1NC1=CC=C(C=C1)C1CCN(CC1)CC(=O)O)=O 2-[4-[4-[[(3S)-2,6-dioxo-3-piperidyl]amino]phenyl]-1-piperidyl]acetic acid